racemic-(5-(2,2-Difluorocyclopropyl)-1-methyl-1H-pyrazol-4-yl)((S)-2,7-dimethyl-3-(3,4,5-trifluorophenyl)-4,5-dihydro-2H-pyrazolo[3,4-c]pyridin-6-yl)methanone FC1([C@H](C1)C1=C(C=NN1C)C(=O)N1C(=C2C(CC1)=C(N(N2)C)C2=CC(=C(C(=C2)F)F)F)C)F |r|